3-(bromomethyl)-5-chloro-1-methyl-1H-pyrazolo[4,3-d]pyrimidine BrCC1=NN(C2=C1N=C(N=C2)Cl)C